CC(=C=O)C(=O)OCC1CO1 epoxy Glycidyl Methacrylate